5-benzyl-3-((4-methoxybenzamido)methyl)-4,5-dihydroisoxazole-5-carboxylic acid C(C1=CC=CC=C1)C1(CC(=NO1)CNC(C1=CC=C(C=C1)OC)=O)C(=O)O